1'-(6-amino-5-((2-amino-3-chloropyridin-4-yl)thio)-3-fluoropyrazin-2-yl)-1,3-dihydrospiro[inden-2,4'-piperidin]-1-amine NC1=C(N=C(C(=N1)N1CCC2(CC1)C(C1=CC=CC=C1C2)N)F)SC2=C(C(=NC=C2)N)Cl